4,6-difluoro-5-(4-fluoro-3-hydrazineylphenoxy)-1-tosyl-1H-indole FC1=C2C=CN(C2=CC(=C1OC1=CC(=C(C=C1)F)NN)F)S(=O)(=O)C1=CC=C(C)C=C1